CN(C1=CC=C(CCNC(C2=C(C=C(C=C2)F)C(=O)N2CC(C2)OC2=NC=C(C=C2)C(F)(F)F)=O)C=C1)C N-(4-(dimethylamino)phenethyl)-4-fluoro-2-(3-((5-(trifluoromethyl)pyridin-2-yl)oxy)azetidine-1-carbonyl)benzamide